BrC=1N=C(N(N1)C1=NC=C(C=C1)C#N)C(C)NC(C1=CC(=CC(=C1)C(F)(F)F)OCC(F)F)=O N-[1-[5-bromo-2-(5-cyano-2-pyridinyl)-1,2,4-triazol-3-yl]ethyl]-3-(2,2-difluoroethoxy)-5-(trifluoromethyl)benzamide